F[C@H]1[C@H](O[C@@H]([C@H]1O)CNC(C1=CC=CC=C1)(C1=CC=CC=C1)C1=CC=CC=C1)N1C2=NC=NC(=C2N=C1)NC(C1=CC=CC=C1)=O N-(9-((2S,3R,4R,5R)-3-fluoro-4-hydroxy-5-((tritylamino)methyl)tetrahydrofuran-2-yl)-9H-purin-6-yl)benzamide